COC=1C=C(C=CC1OC)C1=CC(=CC(=C1)OC)C=1CB(OC1)O 4-(3',4',5-trimethoxy-[1,1'-biphenyl]-3-yl)-1,2-oxaborol-2-ol